NC=1C=C2C(=C(C=NC2=C(C1)Cl)C#N)N[C@H](CCF)C1=CC=CC=C1 (R)-6-amino-8-chloro-4-((3-fluoro-1-phenylpropyl)amino)quinoline-3-carbonitrile